N-hydroxy-1-(3-((2-methyl-[1,1'-biphenyl]-3-yl)methoxy)benzyl)pyrrolidine-2-carboxamide ONC(=O)C1N(CCC1)CC1=CC(=CC=C1)OCC=1C(=C(C=CC1)C1=CC=CC=C1)C